OC1=CC(NN1C)=O 5-hydroxy-1-methylpyrazolone